CC1=NNC(=C1C(=O)O)C 3,5-dimethyl-4-pyrazolecarboxylic acid